(4-(5-(3,5-dichlorophenyl)-5-(trifluoromethyl)-4,5-dihydroisoxazol-3-yl)phenyl)(5-methoxy-1H-indol-1-yl)methanone ClC=1C=C(C=C(C1)Cl)C1(CC(=NO1)C1=CC=C(C=C1)C(=O)N1C=CC2=CC(=CC=C12)OC)C(F)(F)F